N=1NC=C2C=CC=C(C12)O 2H-indazol-7-ol